Decanonitrile C(CCCCCCCCC)#N